C(C1=CC=CC=C1)O[C@@H]1C[C@@H]2N(C(N(C2=O)CCO[Si](C2=CC=CC=C2)(C2=CC=CC=C2)C(C)(C)C)=O)C1 (6R,7aS)-6-benzyloxy-2-[2-[tert-butyl(diphenyl)silyl]oxyethyl]-5,6,7,7a-tetrahydropyrrolo[1,2-c]imidazole-1,3-dione